ClC1=CC(=C2C(=N1)C(=C(S2)\C=C\C=O)C)N(C(OC(C)(C)C)=O)CC=2SC=CC2 tert-butyl (E)-(5-chloro-3-methyl-2-(3-oxoprop-1-en-1-yl)thieno[3,2-b]pyridin-7-yl)(thiophen-2-ylmethyl)carbamate